(4-(3-(4,5-dihydroxy-9,10-dioxo-9,10-dihydroanthracene-2-carboxamido)propyl)-1-(4-methoxybenzyl)pyridin-1-ium) bromide salt [Br-].OC1=CC(=CC=2C(C3=CC=CC(=C3C(C12)=O)O)=O)C(=O)NCCCC1=CC=[N+](C=C1)CC1=CC=C(C=C1)OC